triazine C1=CN=NN=C1